p-cymene diiodide ruthenium (II) [Ru+2].[I-].[I-].C1(=CC=C(C=C1)C)C(C)C